4-(4-(4-ethylpiperazin-1-yl)-[1,4'-bipiperidin]-1'-yl)-6-(methylsulfinyl)-3-((4-(tetradecyloxy)phenyl)sulfonyl)quinoline C(C)N1CCN(CC1)C1CCN(CC1)C1CCN(CC1)C1=C(C=NC2=CC=C(C=C12)S(=O)C)S(=O)(=O)C1=CC=C(C=C1)OCCCCCCCCCCCCCC